C(C)(C)(C)OC(CN1C=NC2=C1C=CC(=C2)Cl)=O 2-(5-chloro-1H-benzo[d]imidazol-1-yl)acetic acid tert-butyl ester